1-(4-((1R,5S)-8-oxa-3-azabicyclo[3.2.1]octan-3-yl)-7-(8-ethynyl-7-fluoronaphthalen-1-yl)-8-fluoropyrido[4,3-d]pyrimidin-2-yl)-4-methylpiperidin-4-ol [C@H]12CN(C[C@H](CC1)O2)C=2C1=C(N=C(N2)N2CCC(CC2)(O)C)C(=C(N=C1)C1=CC=CC2=CC=C(C(=C12)C#C)F)F